(1R,3S)-3-(5-amino-2H-pyrazol-3-yl)cyclopentyl N-isopropyl-N-methylcarbamate C(C)(C)N(C(O[C@H]1C[C@H](CC1)C=1NN=C(C1)N)=O)C